(4aS,6R,7R,8R,8aR)-6-(aminomethyl)-7,8-dihydroxyhexahydropyrano[3,2-d][1,3]oxazin-2(1H)-one NC[C@@H]1[C@@H]([C@@H]([C@H]2NC(OC[C@H]2O1)=O)O)O